OCCN1CCN(CC1)CCCC(=O)OCC1=CC(=CC(=C1)OCCCCCCCCCCC)OCCCCCCCCCCCC 3-(Dodecyloxy)-5-(undecyloxy)benzyl 4-(4-(2-hydroxyethyl)piperazin-1-yl)butanoate